7-(2-((2-((trans)-3-(Trifluoromethyl)cyclohexyl)pyrimidin-5-yl)oxy)ethyl)-2-thia-7-azaspiro[3.5]nonane 2,2-dioxide FC([C@@H]1C[C@H](CCC1)C1=NC=C(C=N1)OCCN1CCC2(CS(C2)(=O)=O)CC1)(F)F